NC1=NC=CC2=C(C=CC=C12)C=1C=C2C(=CN(C2=CC1)C1COCC1)C#CC1=C(C=CC=C1)CC(=O)O 2-(2-((5-(1-aminoisoquinolin-5-yl)-1-(tetrahydrofuran-3-yl)-1H-indol-3-yl)ethynyl)phenyl)acetic acid